4-(3-(4-fluoro-2,6-dimethylphenoxy)-5-methylphenyl)-N-((1S,3S)-3-hydroxycyclopentyl)-6-methyl-7-oxo-6,7-dihydro-1H-pyrrolo[2,3-c]pyridine-2-carboxamide FC1=CC(=C(OC=2C=C(C=C(C2)C)C=2C3=C(C(N(C2)C)=O)NC(=C3)C(=O)N[C@@H]3C[C@H](CC3)O)C(=C1)C)C